(3Z)-3-[(2-methylphenyl)methylene]-4,5-dihydropyrrole CC1=C(C=CC=C1)\C=C\1/C=NCC1